p-amino-N,N-dimethyl-aniline NC1=CC=C(N(C)C)C=C1